2-((5-methylpyridin-3-yl)methyl)-6-(2-(2,2,2-trifluoroethoxy)pyrimidin-5-yl)pyridazin-3(2H)-one CC=1C=C(C=NC1)CN1N=C(C=CC1=O)C=1C=NC(=NC1)OCC(F)(F)F